CC(C)([S@](=O)NCC1=NC=CC(=C1F)C1=CC(=CC=2C=C(OC21)F)COC2=C(C=CC(=C2)F)CC(=O)OCC)C (+)-(S)-ethyl 2-(2-((7-(2-((1,1-dimethylethylsulfinamido)methyl)-3-fluoropyridin-4-yl)-2-fluorobenzofuran-5-yl)methoxy)-4-fluorophenyl)acetate